CC(C)C=1SC=CC1 (propan-2-yl)thiophene